3-(5-(((3R,6S)-1-cyclobutyl-6-methylpiperidin-3-yl)oxy)-1-oxoisoindolin-2-yl)piperidine-2,6-dione hydrochloride Cl.C1(CCC1)N1C[C@@H](CC[C@@H]1C)OC=1C=C2CN(C(C2=CC1)=O)C1C(NC(CC1)=O)=O